O[C@H]1CNCC[C@@H]1CNC1=NC=2N(C(=C1)NCC=1C=C(C=CC1)NC(=O)C1=CCCC1)N=CC2C(C)C N-(3-(((5-((((3R,4R)-3-hydroxypiperidin-4-yl)methyl)amino)-3-isopropylpyrazolo[1,5-a]Pyrimidin-7-yl)amino)methyl)phenyl)cyclopent-1-ene-1-carboxamide